7-Hydroxy-8-acetylcoumarin OC1=CC=C2C=CC(OC2=C1C(C)=O)=O